C(#N)C1=CC=C(/C(/NC2=CC=CC=C2)=N\OC(C2=CC=C(C=C2)C(F)(F)F)=O)C=C1 (E)-4-cyano-N-phenyl-N'-((4-(trifluoromethyl)benzoyl)oxy)benzimidamide